C[C@H]1N2N=CC(C3=NNC=4C=CC(OCC[C@@H](OCC1)C)=CC34)=C2 (6R,10S)-6,10-dimethyl-9,13-dioxa-4,5,18,19-tetraazatetracyclo[12.5.2.12,5.017,20]docosa-1(19),2(22),3,14(21),15,17(20)-hexaene